ethyl isobutyrate formate C(=O)O.C(C(C)C)(=O)OCC